S(=O)(=O)=C1C(C2=CC=CC=C2C(C1)=O)=O sulfonyl-naphthoquinone